CC1=C(C(=NC=C1)C(=O)N)C dimethyl-pyridine-2-carboxamide